CCC(CCCCC)O octane-3-ol